S1N=C(C2=C1C=CC=C2)N2CCN(CC2)CCCC2=CNC1=CC=CC=C21 3-(3-(4-(benzo[d]isothiazol-3-yl)piperazin-1-yl)propyl)-1H-indole